ClC1=C(C=C(C=C1)C1=CC(=CC=C1)COC=1C=C2CN(C(C2=CC1)=O)C1C(CCC1([2H])[2H])([2H])[2H])C(=O)O 4-Chloro-3'-(((2-(cyclopentyl-2,2,5,5-d4)-1-oxoisoindolin-5-yl)oxy)methyl)-[1,1'-biphenyl]-3-carboxylic acid